5,6-dichlorobenzothiazole ClC=1C(=CC2=C(N=CS2)C1)Cl